(5-(4-methoxyphenyl)furan-2-yl)(9H-pyrido[3,4-b]indol-9-yl)methanone COC1=CC=C(C=C1)C1=CC=C(O1)C(=O)N1C2=C(C3=CC=CC=C13)C=CN=C2